N1(CCC1)C(=O)C1=NC=C(C=C1C(F)F)N=C(C1=CC=CC=C1)C1=CC=CC=C1 azetidin-1-yl(3-(difluoromethyl)-5-((diphenylmethylene)amino)pyridin-2-yl)methanone